1-ethyl 3-methyl 2-(5-bromo-3-fluoropyridin-2-yl)propanedioate BrC=1C=C(C(=NC1)C(C(=O)OCC)C(=O)OC)F